FC=1C=C2C(=CNC2=C(C1)F)CCN(CC(C)C)C N-(2-(5,7-difluoro-1H-indol-3-yl)ethyl)-N,2-dimethylpropane-1-amine